C(C)(C)(C)CN(C(O)=O)CCOC1=CC(=CC=C1)OC1=C(C=C(C=C1)N)C=1C2=C(C(N(C1)C)=O)NC=C2.C(C=C)=C(C(C(O)=CC=C)(CO)CO)O diallylidenepentaerythritol tert-butyl-(2-(3-(4-amino-2-(6-methyl-7-oxo-6,7-dihydro-1H-pyrrolo[2,3-c]pyridin-4-yl)phenoxy)phenoxy)ethyl)(methyl)carbamate